CN([C@H]1CCCC=2C=CC=NC12)C[C@@H]1N(CC2=CC=CC(=C2C1)N1C[C@H](OCC1)C)C(=O)OC(C)(C)C tert-butyl (R)-3-((methyl((S)-5,6,7,8-tetrahydroquinolin-8-yl)amino)methyl)-5-((R)-2-methylmorpholino)-3,4-dihydroisoquinoline-2(1H)-carboxylate